2-chloro-9-(cis-4-methoxycyclohexyl)-7,9-dihydro-8H-purin-8-one ClC1=NC=C2NC(N(C2=N1)[C@@H]1CC[C@@H](CC1)OC)=O